C1(=CC=CC=C1)C(C)C(C(C)N)N 1-(1-phenylethyl)-1,2-propanediamine